(S)-N2-Hexyl-6,7-Dimethoxy-N4-(Piperidin-3-yl)Quinazoline-2,4-Diamine C(CCCCC)NC1=NC2=CC(=C(C=C2C(=N1)N[C@@H]1CNCCC1)OC)OC